Br/C=C/C(=O)N(N(C(\C=C\Br)=O)CC(=O)Cl)CC(=O)Cl 2,2'-(1,2-bis((E)-3-bromoacryloyl)hydrazine-1,2-diyl)diacetyl chloride